2-amino-N-(4-hydroxybicyclo[2.2.2]oct-1-yl)-5-(4-((1S,5R)-3-(oxetan-3-yl)-3-azabicyclo[3.1.0]hex-1-yl)phenyl)nicotinamide NC1=C(C(=O)NC23CCC(CC2)(CC3)O)C=C(C=N1)C1=CC=C(C=C1)[C@]13CN(C[C@@H]3C1)C1COC1